C(CCC)/C(/C=O)=C\CC(C)C (E)-2-Butyl-5-methyl-2-hexenal